CC=1OC(CN1)C 2,5-dimethyl-2-oxazoline